N-[(6-Amino-2-pyridyl)sulfonyl]-6-(3-fluoro-5-isobutoxyphenyl)-2-(1-piperidyl)pyridin-3-carboxamid NC1=CC=CC(=N1)S(=O)(=O)NC(=O)C=1C(=NC(=CC1)C1=CC(=CC(=C1)OCC(C)C)F)N1CCCCC1